BrCCCC(CF)F 5-bromo-1,2-difluoropentane